ClC1(CC=C(C(=O)O)C=C1)Cl 4,4-dichlorobenzoic acid